3-[2-(5-bromo-7-methoxy-1-methyl-benzimidazol-2-yl)-1,9-diazatricyclo[6.3.1.04,12]dodeca-2,4(12),5,7-tetraen-9-yl]propan-1-ol BrC1=CC2=C(N(C(=N2)C=2N3CCN(C4=CC=CC(C2)=C34)CCCO)C)C(=C1)OC